C(=O)(C=C)NCCS(=O)(=O)[O-] ACROYLTAURAT